1-Ethyl-3-methylimidazolium iodid [I-].C(C)N1C=[N+](C=C1)C